8'-Bromo-7'-fluoro-3'-methylspiro[cyclobutane-1,1'-pyrrolo-[2,3-c]quinolin]-2'(3'H)-one BrC1=CC=2C3=C(C=NC2C=C1F)N(C(C31CCC1)=O)C